6-(2-((cis-4-ethoxycyclohexyl)amino)-7H-pyrrolo[2,3-d]pyrimidin-5-yl)-4,4-dimethyl-3,4-dihydroisoquinolin-1(2H)-one C(C)O[C@H]1CC[C@H](CC1)NC=1N=CC2=C(N1)NC=C2C=2C=C1C(CNC(C1=CC2)=O)(C)C